nickel-cobalt-manganese-manganese lithium [Li].[Mn].[Mn].[Co].[Ni]